1-Ethyl-5-[6-(ethylamino)-2-fluoropyridin-3-yl]-N-[(3S)-2-oxo-5-phenyl-1,3-dihydro-1,4-benzodiazepine-3-yl]Pyrazole-4-carboxamide C(C)N1N=CC(=C1C=1C(=NC(=CC1)NCC)F)C(=O)N[C@@H]1C(NC2=C(C(=N1)C1=CC=CC=C1)C=CC=C2)=O